CNC(=O)C=1C=C(C=C(C1)N1C(C2=CC=CC(=C2C1)C(F)(F)F)=O)C1=C(C=CC=C1)C1=NN=CN1C N-methyl-2'-(4-methyl-4H-1,2,4-triazol-3-yl)-5-(1-oxo-4-(trifluoromethyl)isoindolin-2-yl)-[1,1'-biphenyl]-3-carboxamide